Octylmethylene Citrate C1(CC(O)(C(=O)[O-])CC(=O)OC(CCCCCCCC)O1)=O